1-(4-(2-hydroxyethyl)piperazin-1-yl)-3-phenylpropan-1-one OCCN1CCN(CC1)C(CCC1=CC=CC=C1)=O